NCC(O)C=1C=NN(C1)C1=C(C=C(C#N)C=C1)OC1=CC(=NC(=C1)N1CCOCC1)C 4-[4-(2-amino-1-hydroxyethyl)pyrazol-1-yl]-3-(2-methyl-6-morpholin-4-ylpyridin-4-yl)oxybenzonitrile